5-chloro-2-[[[(3,4-dimethoxyphenyl)methylamino]-methyl-oxo-λ6-sulfanylidene]amino]-3-(trifluoromethyl)benzoic acid ClC=1C=C(C(=C(C(=O)O)C1)N=S(=O)(C)NCC1=CC(=C(C=C1)OC)OC)C(F)(F)F